4-(7-fluoroimidazo[1,2-a]pyridin-3-yl)-7-((6-(((S)-3-fluoropyrrolidin-1-yl)methyl)-5-((R)-tetrahydrofuran-3-yl)pyridin-2-yl)amino)isoindolin-1-one FC1=CC=2N(C=C1)C(=CN2)C2=C1CNC(C1=C(C=C2)NC2=NC(=C(C=C2)[C@@H]2COCC2)CN2C[C@H](CC2)F)=O